ClC1=CC=C(CN2C(=NC=3N(C(N(C(C23)=O)CCCO)=O)C)C2(C3C(C(CC2)C3)(C)C)F)C=C1 7-(4-chlorobenzyl)-8-(2-fluoro-6,6-dimethylbicyclo[3.1.1]heptan-2-yl)-1-(3-hydroxypropyl)-3-methyl-3,7-dihydro-1H-purine-2,6-dione